(6-(2,2,2-trifluoroethyl)-5,6,7,8-tetrahydro-1,6-naphthyridin-2-yl)methanol FC(CN1CC=2C=CC(=NC2CC1)CO)(F)F